racemic-3-hydroxybutyrate O[C@@H](CC(=O)[O-])C |r|